5-{(2R,3S)-7-[(1R,3S,4R)-8-cyano-3,4,6-trifluoro-1,2,3,4-tetrahydro-1-naphthyl]-2,5-difluoro-3-hydroxy-4-indanyl}-6-methyl-2-pyridinecarboxamide C(#N)C=1C=C(C=C2[C@H]([C@H](C[C@@H](C12)C=1C=C(C(=C2[C@@H]([C@@H](CC12)F)O)C=1C=CC(=NC1C)C(=O)N)F)F)F)F